IC1=CC(=C(CCN)C=C1OC)OC 4-iodo-2,5-dimethoxyphenethylamine